[I-].O1COC2=C1C=CC(=C2)CNC(C(=O)[C@H]2N(CCC2)C(CNC(=O)C2=CC=NC1=CC=C(C=C21)OCCC[N+](C)(C)C)=O)=O (S)-3-((4-((2-(2-(2-((benzo[d][1,3]dioxol-5-ylmethyl)amino)-2-oxoacetyl)pyrrolidin-1-yl)-2-oxoethyl)carbamoyl)quinolin-6-yl)oxy)-N,N,N-trimethylpropan-1-aminium iodide